tert-butyl 6-((6-cyano-3-((4-(methylsulfonyl)phenyl)amino)isoquinolin-5-yl)ethynyl)-3,4-dihydroisoquinoline-2(1H)-carboxylate C(#N)C=1C(=C2C=C(N=CC2=CC1)NC1=CC=C(C=C1)S(=O)(=O)C)C#CC=1C=C2CCN(CC2=CC1)C(=O)OC(C)(C)C